ethyl N-(2-(3-(4-acetamido-3-chlorobenzamido)-2-oxopyridin-1(2H)-yl)-3-methylbutanamido)-N-(2-fluoroacetyl)glycinate C(C)(=O)NC1=C(C=C(C(=O)NC=2C(N(C=CC2)C(C(=O)NN(CC(=O)OCC)C(CF)=O)C(C)C)=O)C=C1)Cl